ClC=1C2=C(N=CN1)C=C(C(=N2)Cl)OC 4,6-dichloro-7-methoxypyrido[3,2-d]pyrimidine